N1(N=CC=C1)C1=C2CCO[C@@H](C2=CC=C1)CN(C(OC(C)(C)C)=O)COCC[Si](C)(C)C (S)-tert-butyl ((5-(1H-pyrazol-1-yl)isochroman-1-yl)methyl)((2-(trimethylsilyl)ethoxy)methyl)carbamate